ClC1=NC(=NC=C1CNC(=O)C1(CC1)C#N)C1=CC(=C(C=C1)Cl)C(F)(F)F N-[[4-chloro-2-[4-chloro-3-(trifluoromethyl)phenyl]pyrimidin-5-yl]methyl]-1-cyano-cyclopropanecarboxamide